COC=1C=C(C=CC1)CCNC1=CC(=NC=N1)C1=CC(=CS1)C(F)(F)F 5-{6-[2-(3-Methoxy-phenyl)-ethylamino]-pyrimidin-4-yl}-3-trifluoromethyl-thiophene